nitrosulfur [N+](=O)([O-])[S]